Methyl-2,4-dichloropyrimidine-5-ol CC1=C(C(=NC(=N1)Cl)Cl)O